7-Amino-6-(3-methoxy-2,6-dimethylphenyl)-2,4-dimethylfuro[2,3-d]pyrrolo[2,3-b]pyridine-8-carboxamide NC1=C(C=2C(=NC(=C3C2OC(=C3)C)C)N1C1=C(C(=CC=C1C)OC)C)C(=O)N